C(C)OC(=O)C1=C(C2=C(C(N1)=O)C=CS2)C2=C(C=C(C=C2)F)OCCOC 7-[4-fluoro-2-(2-methoxyethoxy)phenyl]-4-oxo-5H-thieno[3,2-c]pyridine-6-carboxylic acid ethyl ester